C1=C[C@@H]([C@@H](C(=C1)C2=CC=C(C=C2)Cl)O)O The molecule is a cyclohexenediol that has cis hydroxy groups at C-1 and C-2, double bonds at C-3 and C-5, and a 4-chlorophenyl substituent at C-3, the configurations at C-1 and C-2 being S and R respectively. It is a cyclohexadienediol and an organochlorine compound. It derives from a (1S,2R)-3-phenylcyclohexa-3,5-diene-1,2-diol and a 4'-chlorobiphenyl-2,3-diol.